C(CC)N1CC(CCC1)C1CN(C1)C(=O)OC(C)(C)C tert-Butyl 3-(1-propylpiperidin-3-yl)azetidine-1-carboxylate